C1(CCCC1)[C@H]1N(C[C@@H](CC1)C)C(C(=O)NC=1C=C(C(=NC1)NC(OC(C)(C)C)=O)C)=O tert-butyl N-[5-[[2-[(2S,5R)-2-cyclopentyl-5-methyl-1-piperidyl]-2-oxo-acetyl]amino]-3-methyl-2-pyridyl]carbamate